ClC1=CC=2C(=NC(=C(N2)C=2C=NN(C2)C)N2CCN(CC2)CC2=C(C=C(C=C2)F)F)C=N1 7-chloro-3-(4-(2,4-difluorobenzyl)piperazin-1-yl)-2-(1-methyl-1H-pyrazol-4-yl)pyrido[3,4-b]pyrazine